2,2-Dimethylazetidine hydrochloride Cl.CC1(NCC1)C